OCC(CC(C1=CC=CC=C1)(C1=CC=CC=C1)C1=CC=CC=C1)O 1,2-dihydroxyl-3-trityl-propane